FC1=C2C(=CNC2=CC=C1)CCN(CCC)C N-(2-(4-fluoro-1H-indol-3-yl)ethyl)-N-methylpropan-1-amine